4-(2-bromo-5,7,7,10,10-pentamethyl-7,8,9,10-tetrahydro-5H-benzo[b]naphtho[2,3-e][1,4]diazepin-12-yl)benzoic acid BrC=1C=CC2=C(N=C(C3=C(N2C)C=C2C(CCC(C2=C3)(C)C)(C)C)C3=CC=C(C(=O)O)C=C3)C1